(8S,11S,13S,14S,17S)-11-(4-(cyclopropylsulfonyl)phenyl)-17-(1,1-difluoroprop-2-yn-1-yl)-13-methyl-7,8,9,11,12,13,14,15,16,17-decahydro-6H-cyclopenta[a]phenanthrene-3,17-diol C1(CC1)S(=O)(=O)C1=CC=C(C=C1)[C@H]1C[C@@]2([C@](CC[C@H]2[C@@H]2CCC=3C=C(C=CC3C12)O)(O)C(C#C)(F)F)C